C(C)(=O)C1=NN(C2=CN=C(C=C21)C=2C=NC(=NC2)OC)CC(=O)N2[C@@H]1C[C@@]1(C[C@H]2C(=O)NC2=NC(=C(C=C2C)F)Br)C (1R,3S,5R)-2-(2-(3-acetyl-5-(2-methoxypyrimidin-5-yl)-1H-pyrazolo[3,4-c]pyridin-1-yl)acetyl)-N-(6-bromo-5-fluoro-3-methylpyridin-2-yl)-5-methyl-2-azabicyclo[3.1.0]hexane-3-carboxamide